4-Fluoro-3-(2-(pyrrolidin-1-yl)ethoxy)benzyl (1-hydroxy-7-methyl-1,3-dihydrobenzo[c][1,2]oxaborole-6-carbonyl)-L-valinate OB1OCC2=C1C(=C(C=C2)C(=O)N[C@@H](C(C)C)C(=O)OCC2=CC(=C(C=C2)F)OCCN2CCCC2)C